Isocyanatopropylethyldiethoxysilane N(=C=O)CCC[Si](OCC)(OCC)CC